(2R,3S,4S,5R)-N-(2-(azetidin-3-yl)-1-oxoisoindolin-5-yl)-3-(3,4-difluoro-2-(methylsulfanyl)phenyl)-4,5-dimethyl-5-(trifluoromethyl)tetrahydrofuran-2-carboxamide N1CC(C1)N1C(C2=CC=C(C=C2C1)NC(=O)[C@@H]1O[C@]([C@H]([C@H]1C1=C(C(=C(C=C1)F)F)SC)C)(C(F)(F)F)C)=O